C(#N)C1=CC=C(C=C1)N(C(=O)C=1C=CC=2N(C1)C(=CN2)C2=CC=C(C=C2)NC(OC)=O)C methyl N-[4-[6-[(4-cyanophenyl)-methyl-carbamoyl]imidazo[1,2-a]pyridin-3-yl]phenyl]carbamate